N-(3-fluoro-4-((1-isopropyl-2-oxo-2,3-dihydro-1H-imidazo[4,5-b]pyridine-7-yl)oxy)phenyl)-5-methyl-1-(pyrimidine-5-yl)-1H-pyrazole-4-carboxamide FC=1C=C(C=CC1OC1=C2C(=NC=C1)NC(N2C(C)C)=O)NC(=O)C=2C=NN(C2C)C=2C=NC=NC2